C(C)(C)(C)OC(N(C)C1CN(C1)C=1N=C2C(=NC1)N(C(=N2)C2=C(C=C(C=C2C)C(F)(F)F)OC)C)=O.COCCOC[C@@H]2OC2 (R)-2-((2-methoxyethoxy)methyl)oxirane tert-butyl-N-[1-[2-[2-methoxy-6-methyl-4-(trifluoromethyl)phenyl]-1-methyl-imidazo[4,5-b]pyrazin-5-yl]azetidin-3-yl]-N-methyl-carbamate